SC1CCC(CC1)NC(OC(C)(C)C)=O tert-butyl (4-mercaptocyclohexyl)carbamate